CN1C[C@@]2(CC1)CC1=CC=C(C=C1C2)C(=O)OC methyl (S)-1'-methyl-1,3-dihydrospiro[indene-2,3'-pyrrolidine]-5-carboxylate